(S)-5,6-dichloro-1'-(5-oxopyrrolidine-3-carbonyl)spiro[indoline-3,3'-pyrrolidin]-2-one ClC=1C=C2C(=CC1Cl)NC([C@]21CN(CC1)C(=O)C1CNC(C1)=O)=O